OC=1C=C(CCNC(COC2=CC(=C(C(=C2)C)CC2=CC(=C(C=C2)O)C(C)C)C)=O)C=CC1O N-(3,4-dihydroxyphenethyl)-2-(4-(4-hydroxy-3-isopropylbenzyl)-3,5-dimethylphenoxy)acetamide